N[C@@H]1C[C@H](NC1)C(=O)O trans-4-amino-L-proline